ClC1=CC=C(C=C1)S(=O)(=O)NC=1C(=NC=CC1)C1=CC(=C(C=C1)C#N)F 4-chloro-N-(2-(4-cyano-3-fluorophenyl)pyridin-3-yl)benzenesulfonamide